N-{[4-(pyridine-2-sulfonyl)phenyl]methyl}furo[2,3-c]pyridine-2-carboxamide N1=C(C=CC=C1)S(=O)(=O)C1=CC=C(C=C1)CNC(=O)C1=CC=2C(=CN=CC2)O1